COC1=CC=C(OC=2C(C3=CC=CC(=C3C(C2)=O)OCCCCN2CCOCC2)=O)C=C1 2-(4-methoxyphenoxy)-5-(4-morpholinobutoxy)naphthalene-1,4-dione